C1(=CC=CC2=CC=CC=C12)B1NC(=NO1)C1=CC=CC=C1 5-(naphthalen-1-yl)-3-phenyl-4,5-dihydro-1,2,4,5-oxadiazaborole